(+)-tartaric acid dibenzoate C(C1=CC=CC=C1)(=O)O.C(C1=CC=CC=C1)(=O)O.C(C(O)C(O)C(=O)O)(=O)O